2-ethylhexyl-phosphoryl dichloride C(C)C(CP(=O)(Cl)Cl)CCCC